5-[2-(4-chlorophenylamino)vinyl]-4-cyano-3-(2,6-dichlorophenyl)isoxazole ClC1=CC=C(C=C1)NC=CC1=C(C(=NO1)C1=C(C=CC=C1Cl)Cl)C#N